C(=O)O.CC=1N=CSC1C1=CC=C(C=C1)CNC(=O)C1NCCC1 N-[[4-(4-methyl-1,3-thiazol-5-yl)phenyl]methyl]pyrrolidine-2-carboxamide formate